N-{2-fluoro-3-[6-oxo-4-(trifluoromethyl)-1,6-dihydropyrimidin-2-yl]-4-(trifluoromethyl)benzyl}-1-(imidazo[1,2-b]pyridazin-6-yl)piperidine-4-carboxamide FC1=C(CNC(=O)C2CCN(CC2)C=2C=CC=3N(N2)C=CN3)C=CC(=C1C=1NC(C=C(N1)C(F)(F)F)=O)C(F)(F)F